C(C)(C)C1=C(NC=2C1=NC(=CC2)OC2CCN(CC2)CCC)C=2C=C(C=1N(C2)N=CN1)OC 6-(3-isopropyl-5-((1-propylpiperidin-4-yl)oxy)-1H-pyrrolo[3,2-b]pyridin-2-yl)-8-methoxy-[1,2,4]triazolo[1,5-a]pyridine